COC(=O)C1=C(OC2=C1C=C(C=C2)OCC2=NC=CC=C2)C2CC2 methyl-2-cyclopropyl-5-(pyridin-2-ylmethoxy)benzofuran-3-carboxylate